BrC1=NN(C=C1CO)C (3-bromo-1-methylpyrazol-4-yl)methanol